C1=CC=CC2=CC3=CC=CC=C3C(=C12)S(=O)(=O)N 9-anthracenesulfonamide